Aminylsulfone NS(=O)(=O)N